[OH-].C(C)[NH2+]C12CC3CC(CC(C1)C3)C2 ethyl-1-adamantylammonium hydroxide